C(C)(C)(C)OC(=O)N1C(CN(CC1)C1=CC(=C(C=C1)N)O)(C)C 4-(4-amino-3-hydroxyphenyl)-2,2-dimethyl-piperazine-1-carboxylic acid tert-butyl ester